diphenylisodecyl phosphite (diphenylisooctyl phosphite) C1(=CC=CC=C1)C(CCCCC(C)C)(P(O)(O)O)C1=CC=CC=C1.P(OC(CCCCCCC(C)C)(C1=CC=CC=C1)C1=CC=CC=C1)(O)O